2-(3-nitrobenzoyl)-6-amino-4(3H)-quinazolinone [N+](=O)([O-])C=1C=C(C(=O)C2=NC3=CC=C(C=C3C(N2)=O)N)C=CC1